O[C@H]1[C@@H](COC1)NCC=1C(=NC=CC1)NC(OC(C)(C)C)=O tert-Butyl (3-((((trans)-4-hydroxytetrahydrofuran-3-yl)amino)methyl)pyridin-2-yl)carbamate